CC1=CCC2C(C1)C(=O)OC2=O 4-methyl-Delta-4-tetrahydrophthalic anhydride